C(#C)C=1C(=CC=C2C=C(C=C(C12)C1=C(C2=C(C=N1)C(=NN2C)N2CC1CCCC(C2)N1C(=O)OC(C)(C)C)F)OCOC)F tert-butyl 3-[6-[8-ethynyl-7-fluoro-3-(methoxymethoxy)-1-naphthyl]-7-fluoro-1-methyl-pyrazolo[4,3-c]pyridin-3-yl]-3,9-diazabicyclo[3.3.1]nonane-9-carboxylate